(2S,5R)-2-(N-(3-aminopropanoyl) carbamimidoyl)-7-oxo-1,6-diazabicyclo[3.2.1]octan-6-yl hydrogen sulfate S(=O)(=O)(ON1[C@@H]2CC[C@H](N(C1=O)C2)C(NC(CCN)=O)=N)O